C(#N)CC(=O)N1CCN(CC1)C=1N=C(C2=C(C=NNC2=O)N1)NC1=CC=C(CN2CCCCC2)C=C1 1-(4-((2-(4-(2-Cyanoacetyl)piperazin-1-yl)-5-oxo-5,6-dihydropyrimido[4,5-d]pyridazin-4-yl)amino)benzyl)piperidin